2-(5-carbamoyl-2-(1-((R)-1-(2,6-dichloro-3-cyclopropylphenyl)ethyl)-1H-[1,2,3]triazolo[4,5-c]pyridin-6-yl)phenyl)propanoic acid C(N)(=O)C=1C=CC(=C(C1)C(C(=O)O)C)C1=CC2=C(C=N1)N=NN2[C@H](C)C2=C(C(=CC=C2Cl)C2CC2)Cl